(+/-)-trans-methyl 3-((2-chloro-5-fluoro-6-(4-(trifluoromethyl)phenyl)pyrimidin-4-yl) amino)bicyclo[2.2.2]octane-2-carboxylate ClC1=NC(=C(C(=N1)NC1C(C2CCC1CC2)C(=O)OC)F)C2=CC=C(C=C2)C(F)(F)F